[O-2].[Zn+2].[In+3] indium-Zinc-Oxide